NC1CN(C1)C1=C(C#N)C=CC(=C1)CC(C)C 2-(3-Aminoazetidin-1-yl)-4-isobutyl-benzonitrile